(5'S,7a'R)-3-(2,5-difluorophenoxy)-5'-(pyrazin-2-yl)tetrahydro-3'H-spiro[cyclobutane-1,2'-pyrrolo[2,1-b][1,3]oxazol]-3'-one FC1=C(OC2CC3(C(N4[C@H](O3)CC[C@H]4C4=NC=CN=C4)=O)C2)C=C(C=C1)F